1,2,4,5-tetrahydro-3,2-benzoxazepine C1NOCCC2=C1C=CC=C2